3-(5-((4-(4-((5-chloro-4-((2-(isopropylsulfonyl)phenyl)amino)pyrimidin-2-yl)amino)-5-Isopropoxy-2-methylphenyl)piperidin-1-yl)methyl)-1-oxoisoindolin-2-yl)piperidine-2,6-dione ClC=1C(=NC(=NC1)NC1=CC(=C(C=C1OC(C)C)C1CCN(CC1)CC=1C=C2CN(C(C2=CC1)=O)C1C(NC(CC1)=O)=O)C)NC1=C(C=CC=C1)S(=O)(=O)C(C)C